OC([C@H](C1=CC(=CC=C1)OC)NC(C)=O)(C)C N-[(1S)-2-hydroxy-1-(3-methoxyphenyl)-2-methylpropyl]acetamide